COC1=CC=C(C=C1)C1(C=CC2=C(O1)C=1C=C(C(=CC1C1=C2C(C2=CC=CC=C21)(OCCOCCO)C)N2CCOCC2)OC)C2=CC=CC=C2 3-(4-methoxyphenyl)-3-phenyl-6-methoxy-7-morpholino-13-methyl-13-hydroxyethoxyethoxy-3H,13H-indeno[2',3':3,4]naphtho[1,2-b]pyran